1-((1-(2-(4-Fluorophenyl)-2-oxoethyl)piperidin-4-yl)methyl)-1-methyl-3-((2-methylthiazol-4-yl)methyl)urea FC1=CC=C(C=C1)C(CN1CCC(CC1)CN(C(=O)NCC=1N=C(SC1)C)C)=O